NC1=C(C(=NN1[C@@H]1CN(C2(CC2)CC1)C#N)C1=CC=C(C=C1)OC1=NC=C(C=C1)Cl)C(=O)N (S)-5-amino-3-(4-((5-chloropyridin-2-yl)oxy)phenyl)-1-(4-cyano-4-azaspiro[2.5]octan-6-yl)-1H-pyrazole-4-carboxamide